NC1=CC(=C(C=C1F)C1=NN(C2=C1C(=NC=C2)N)C(C)C)F 3-(4-Amino-2,5-difluoro-phenyl)-1-isopropyl-1H-pyrazolo[4,3-c]pyridin-4-ylamine